C(C)OC(=O)[C@@]12C[C@@H]([C@@H](CC1)O2)C(=O)O |r| rac-(1RS,2SR,4SR)-4-(ethoxycarbonyl)-7-oxabicyclo[2.2.1]heptane-2-carboxylic acid